NC1=NC=CC=C1C1=NC=2C(=NC(=CC2)C2C(C2)C(=O)OCC)N1C1=CC=C(C=C1)CNC(=O)OC(C)(C)C ethyl 2-[2-(2-aminopyridin-3-yl)-3-(4-{[(tert-butoxycarbonyl)amino] methyl}phenyl)imidazo[4,5-b]pyridin-5-yl]cyclopropane-1-carboxylate